1-phenyl-3-(4-diphenylaminophenyl-vinyl)-5-(4-diphenylaminophenyl)pyrazoline C1(=CC=CC=C1)N1NC(=CC1C1=CC=C(C=C1)N(C1=CC=CC=C1)C1=CC=CC=C1)C=CC1=CC=C(C=C1)N(C1=CC=CC=C1)C1=CC=CC=C1